N-((5-chloro-6-((3-methylisoxazol-5-yl)methoxy)-1H-indol-2-yl)methyl)-3-fluoropyrrolidine-1-carboxamide ClC=1C=C2C=C(NC2=CC1OCC1=CC(=NO1)C)CNC(=O)N1CC(CC1)F